COCCOCCOC1=C(C=CC=C1)C(=O)C(=O)C1=CC=CC=C1 2-(2-(2-methoxyethoxy)ethoxy)benzil